C(\C=C\C(=O)O)(=O)O.FC=1C=C2CC(N(CC2=CC1)CCNCC1=CC=C(NC(C)C)C=C1)CC1=CC=C(C=C1)F (+)-4-[[2-[6-fluoro-3-(4-fluorobenzyl)-3,4-dihydroisoquinolin-2(1H)-yl]ethylamino]methyl]-N-isopropylaniline monofumarate